COCCN(C(CC1=C(N=C2N1C=CC(=C2)C)C2=CC(=C(C=C2)Cl)Cl)=O)CC=2C=NC=CC2 N-(2-methoxyethyl)-N-(3-pyridylmethyl)-2-[2-(3,4-dichlorophenyl)-7-methyl-imidazo[1,2-a]pyridin-3-yl]-acetamide